tricyclo[3.3.1.02,4]Nonane bromide [Br-].C12C3CC3C(CCC1)C2